CN1CC(OCC1)COC=1C2=C(N=C(N1)N1CCOCC1)N(CC2)C=2C=NC=CC2 4-methyl-2-((2-morpholino-7-(pyridin-3-yl)-6,7-dihydro-5H-pyrrolo[2,3-d]pyrimidin-4-yloxy)methyl)morpholine